COC([C@H](CC(C(=O)O)=O)N1C(C=2C=C3C(=CC2C1)OC(O3)(C3=CC=CC=C3)C3=CC=CC=C3)=O)=O (4S)-5-methoxy-2,5-dioxo-4-(5-oxo-2,2-diphenyl-5,7-dihydro-2H,6H-[1,3]dioxolo[4,5-f]isoindol-6-yl)pentanoic acid